C(/C1=CC=CC=C1)=N\C1(C(NC(CC1)=O)=O)C (E)-3-(benzylideneamino)-3-methylpiperidine-2,6-dione